(E)-2-(2-bromoethylidene)-6-methylhept-5-enoic acid tert-butyl ester C(C)(C)(C)OC(/C(/CCC=C(C)C)=C/CBr)=O